N,N-bis(4-aminophenyl)butylamine NC1=CC=C(C=C1)N(C1=CC=C(C=C1)N)CCCC